BrC1=CC(N(C=C1OC1=C(C=CC=C1C)C)C(C)C)=O 4-bromo-5-(2,6-dimethylphenoxy)-1-isopropylpyridin-2(1H)-one